4-(1,2-oxazolidin-3-yl)benzonitrile O1NC(CC1)C1=CC=C(C#N)C=C1